ClC=1C(=C(C=CC1Cl)NC(OC(C)(C)C)=O)C(O)C1=C(C=CC(=C1)OC)F tert-butyl N-[3,4-dichloro-2-[(2-fluoro-5-methoxy-phenyl)-hydroxy-methyl]phenyl]carbamate